S(=O)(=O)(C1=CC=C(C)C=C1)C(C1=CC=C(C=C1)CI)[N+]#[C-] TOSYL-(4-IODOMETHYLBENZYL)ISOCYANIDE